3-methoxy-5,5-dimethyl-6-oxo-3-[6-(pyrimidin-5-yl)pyridin-2-yl]cyclohex-1-ene-1-carbonitrile COC1(C=C(C(C(C1)(C)C)=O)C#N)C1=NC(=CC=C1)C=1C=NC=NC1